tert-butyl ((4-((5-(4-hydroxytetrahydrofuran-2-yl)pyrimidin-2-yl)amino)phenyl)sulfonyl)carbamate OC1CC(OC1)C=1C=NC(=NC1)NC1=CC=C(C=C1)S(=O)(=O)NC(OC(C)(C)C)=O